N-(5-chloropyrazin-2-yl)-2-(3,5-dicyanophenyl)-2-(3,3-difluorocyclopentyl)acetamide ClC=1N=CC(=NC1)NC(C(C1CC(CC1)(F)F)C1=CC(=CC(=C1)C#N)C#N)=O